(1S)-7-(2-chloro-5-fluoropyrimidin-4-yl)-5-fluoro-1-(((tetrahydro-2H-pyran-2-yl)oxy)methyl)-2,3-di-hydro-1H-benzo[d]pyrrolo[1,2-a]imidazole ClC1=NC=C(C(=N1)C1=CC2=C(N=C3N2[C@@H](CC3)COC3OCCCC3)C(=C1)F)F